C1(CC1)COC1=C(C=CC(=C1)C=O)C1=CC=CC=C1 Cyclopropylmethoxy-4-formyl-[1,1'-biphenyl]